6-chloro-2-(4-phenoxyphenyl)nicotinic acid ClC1=NC(=C(C(=O)O)C=C1)C1=CC=C(C=C1)OC1=CC=CC=C1